C(C1=CC=CC=C1)NC(N(C1=NC=C(C=C1)C=1C=NN(C1)C)[C@@H]1CC[C@H](CC1)NC1=NC=C(C(=N1)C=1C=C2C(NC=NC2=CC1)=O)C#N)=O 3-benzyl-1-(trans-4-((5-cyano-4-(4-oxo-3,4-dihydroquinazolin-6-yl)pyrimidin-2-yl)amino)cyclohexyl)-1-(5-(1-methyl-1H-pyrazol-4-yl)pyridin-2-yl)urea